C(C#C)N1CCCC1 prop-2-yn-1-ylpyrrolidine